1,1,1-trifluoro-N-phenethylpropane-2-imine FC(C(C)=NCCC1=CC=CC=C1)(F)F